C1(=CC=C(C=C1)C1=CC(=CC2=C1N=C(O2)C=2C=C(C=CC2)C2=CC=C(C=C2)C#N)C2=CC=C(C=C2)C2=CC=CC=C2)C2=CC=CC=C2 4,6-bis(biphenyl-4-yl)-2-(4'-cyano-biphenyl-3-yl)-benzoxazole